(trans)-methyl 4-(2-chloro-3,4-difluorophenyl)-6-(4-(4-(2-ethoxy-2-oxoethyl)oxazol-2-yl)cyclohexyl)-2-(thiazol-2-yl)-1,4-dihydropyrimidine-5-carboxylate ClC1=C(C=CC(=C1F)F)C1N=C(NC(=C1C(=O)OC)[C@@H]1CC[C@H](CC1)C=1OC=C(N1)CC(=O)OCC)C=1SC=CN1